C(C)N(CCCNC)CC(F)(F)F N1-ethyl-N3-methyl-N1-(2,2,2-trifluoroethyl)propane-1,3-diamine